OC1=CC=C2C3=C(C(OC2=C1)=O)C=C(C=C3)CCCNC(OC(C)(C)C)=O tert-butyl (3-(3-hydroxy-6-oxo-6H-benzo[c]chromen-8-yl)propyl)carbamate